CC=1NC2=CC=C(C=C2C1C)S(=O)(=O)Cl 2,3-dimethyl-1H-indole-5-sulfonyl Chloride